OC(CCC[C@H](N)C(=O)O)N 6-hydroxylysine